(E)-3-(benzo[d][1,3]dioxol-5-yl)-1-(4-chlorophenyl)prop-2-en-1-one methyl-(1R,2S,5S)-3-[(2S)-2-amino-3,3-dimethyl-butanoyl]-6,6-dimethyl-3-azabicyclo[3.1.0]hexane-2-carboxylate COC(=O)[C@@H]1[C@H]2C([C@H]2CN1C([C@H](C(C)(C)C)N)=O)(C)C.O1COC2=C1C=CC(=C2)/C=C/C(=O)C2=CC=C(C=C2)Cl